tert-Butyl 5-({O-[tert-butyl(dimethyl)silyl]-N-methyl-D-allo-threonyl}amino)-1H-pyrazolo[4,3-b]pyridine-1-carboxylate [Si](C)(C)(C(C)(C)C)O[C@@H]([C@@H](NC)C(=O)NC1=CC=C2C(=N1)C=NN2C(=O)OC(C)(C)C)C